C(C)(C)OC1=CC=C(C=C1)B(O)O (4-Isopropoxyphenyl)-boronic acid